BrC=1SC=C(N1)CO[Si](C)(C)C(C)(C)C 2-bromo-4-(((tert-butyldimethylsilyl)oxy)methyl)-thiazole